C1(=CC=CC=C1)C(COC)(COC)C1=CC=CC=C1 2,2-diphenyl-1,3-dimethoxypropane